N-(4-cyanophenyl)-2-(imidazo[1,5-a]pyridin-5-yl)acetamide C(#N)C1=CC=C(C=C1)NC(CC1=CC=CC=2N1C=NC2)=O